N-benzyl-7H-purin-6-amine C(C1=CC=CC=C1)NC1=C2NC=NC2=NC=N1